tert-butyl 4-(4-(((benzyloxy) carbonyl) amino)-3-methyl-5-nitrophenyl)-3,6-dihydropyridine-1(2H)-carboxylate C(C1=CC=CC=C1)OC(=O)NC1=C(C=C(C=C1[N+](=O)[O-])C=1CCN(CC1)C(=O)OC(C)(C)C)C